C(C)(=O)OCCOC1=CC2=CC=C(C=C2C=C1)C1=NC(=CC=C1)OC1CCCC1 [6-(6-Cyclopentyloxy-pyridin-2-yl)-naphthalen-2-yloxy]-Ethyl acetate